tert-butyl N-[1-(3-fluorophenyl)-2-oxopiperidin-3-yl]-N-methylcarbamate FC=1C=C(C=CC1)N1C(C(CCC1)N(C(OC(C)(C)C)=O)C)=O